NC=1C(=C(C=CC1F)NC(C1=C(C=CC(=C1)NC(=O)[C@@H]1C([C@H]1C1=CC(=C(C=C1)Cl)C(F)(F)F)(Cl)Cl)Cl)=O)F N-(3-amino-2,4-difluorophenyl)-2-chloro-5-((1R,3R)-2,2-dichloro-3-(4-chloro-3-(trifluoromethyl)phenyl)cyclopropane-1-carboxamido)benzamide